CC1=NC(=NC(=C1)C)S(=O)(=O)C 4,6-Dimethyl-2-(methylsulfonyl)pyrimidine